tert-butyl 4-(3-((4-bromo-2,5-dimethylphenyl)(6,7-dihydro-5H-cyclopenta[b]pyridin-2-yl)amino)-3-oxoprop-1-yn-1-yl)piperidine-1-carboxylate BrC1=CC(=C(C=C1C)N(C(C#CC1CCN(CC1)C(=O)OC(C)(C)C)=O)C1=CC=C2C(=N1)CCC2)C